bis-catechol borate B(O)(O)O.C=1(O)C(O)=CC=CC1.C=1(O)C(O)=CC=CC1